3-((5-Bromo-2-hydroxyphenyl)sulfonamido)-2-hydroxy-N-(3-hydroxy-1-(methylamino)-1-oxopropan-2-yl)-5-(trifluoromethoxy)benzamide BrC=1C=CC(=C(C1)S(=O)(=O)NC=1C(=C(C(=O)NC(C(=O)NC)CO)C=C(C1)OC(F)(F)F)O)O